N,N,N'-tris-(2-aminoethyl) ethylenediamine carbamate hydrochloride Cl.C(N)(O)=O.NCCN(CCNCCN)CCN